N-cyclohexylaminoethanesulfonic acid C1(CCCCC1)NC(C)S(=O)(=O)O